N,N-dimethyl-3-aminopropyl-trimethylsilane CN(CCC[Si](C)(C)C)C